FC=1C=C(C=CC1)[C@H]1CC[C@H](CC1)OC[C@@H]1N([C@@H](C[C@@H]1NS(=O)(=O)C)COC)C(=O)OCC1=CC=CC=C1 benzyl (2R,3S,5S)-2-((((CIS)-4-(3-fluorophenyl)cyclohexyl)oxy)methyl)-5-(methoxymethyl)-3-(methylsulfonamido)pyrrolidine-1-carboxylate